2-methylimidazo[1,2-a]pyridine-8-carbonitrile dihydrochloride Cl.Cl.CC=1N=C2N(C=CC=C2C#N)C1